FC=1C=C(C=CC1C(NC)=O)B(O)O [3-fluoro-4-(methylcarbamoyl)phenyl]boronic acid